CC1=C(C(=C2N1N=C(C1=CC=CC=C21)N2CCOCC2)CO)CO (3-methyl-6-morpholinopyrrolo[2,1-a]phthalazine-1,2-diyl)-dimethanol